ClC1=CC=C2C(=N1)NC=C2C=2C=C(C1=C(N(C(=N1)C)C1CCN(CC1)C)C2)F 6-(6-chloro-1H-pyrrolo[2,3-b]pyridin-3-yl)-4-fluoro-2-methyl-1-(1-methylpiperidin-4-yl)-1H-benzo[d]imidazole